CN1N=C(C(=C1)B1OC(C(O1)(C)C)(C)C)CC(=O)OC methyl [1-methyl-4-(4,4,5,5-tetramethyl-1,3,2-dioxaborolan-2-yl)-1H-pyrazol-3-yl]acetate